3-Oxo-3-(2,4,6-trihydroxyphenyl)prop-1-en O=C(C=C)C1=C(C=C(C=C1O)O)O